O=C1N(N=CC2=CC(=CC=C12)S(=O)(=O)C1=CC=CC=C1)CC=1C(=NC=CC1)C(=O)N ((1-oxo-6-(phenylsulfonyl)phthalazin-2(1H)-yl)methyl)pyridineamide